(4-(5-(2,3-dihydro-1H-inden-4-yl)-6-methoxy-1H-pyrazolo[4,3-b]pyridin-3-yl)-1H-pyrazol-1-yl)azetidine-1-carboxylic acid methyl ester COC(=O)N1C(CC1)N1N=CC(=C1)C1=NNC=2C1=NC(=C(C2)OC)C2=C1CCCC1=CC=C2